ClC=1C=C(CN2CCN(CC2)C(CCC2=CC(=CC=C2)O)=O)C=CC1 1-(4-(3-chlorobenzyl)piperazinyl)-3-(3-hydroxyphenyl)-1-propanone